C(C)(C)(C)OC(=O)N(CCCC(=O)O)[C@@H]1C[C@@H](N(C2=CC=CC=C12)C(CC)=O)C |o1:14,16| 4-((tert-butoxycarbonyl)((2S*,4R*)-2-methyl-1-propionyl-1,2,3,4-tetrahydroquinolin-4-yl)amino)butyric acid